NC1CCN(CC1)C(CCN1CCN(CC1)C=1C=C2CN(C(C2=CC1)=O)C1C(NC(CC1)=O)=O)=O 3-(5-(4-(3-(4-aminopiperidin-1-yl)-3-oxopropyl)piperazin-1-yl)-1-oxoisoindolin-2-yl)piperidine-2,6-dione